2-hydroxy-1-(2-hydroxy-4,6-dimethoxy-phenyl)ethanone OCC(=O)C1=C(C=C(C=C1OC)OC)O